R-1-phenyl-1,2,3,4-tetrahydroisoquinoline C1(=CC=CC=C1)[C@H]1NCCC2=CC=CC=C12